5-(8-(1-propenoylpyrrolidin-3-yl)quinazolin-6-yl)-N-(m-tolyl)pyridinecarboxamide C(C=C)(=O)N1CC(CC1)C=1C=C(C=C2C=NC=NC12)C=1C=CC(=NC1)C(=O)NC=1C=C(C=CC1)C